2-[2'-hydroxy-4'-(2''-ethylheptyl)oxyphenyl]benzotriazole tert-butyl-10-bromo-9-oxo-3-azaspiro[5.5]undec-7-ene-3-carboxylate C(C)(C)(C)OC(=O)N1CCC2(CC1)C=CC(C(C2)Br)=O.OC2=C(C=CC(=C2)OCC(CCCCC)CC)N2N=C1C(=N2)C=CC=C1